3-(3-hydroxy-4-methoxyphenyl)-1-(3,4,5-trimethoxyphenyl)-1-propanone OC=1C=C(C=CC1OC)CCC(=O)C1=CC(=C(C(=C1)OC)OC)OC